BrC=1C=C(N(N1)C(C)C)C1CC(CC1)=O 3-(5-bromo-2-isopropyl-pyrazol-3-yl)cyclopentanone